6-methyl-2-(1-methyl-1H-pyrazol-4-yl)pyridin CC1=CC=CC(=N1)C=1C=NN(C1)C